C(C1=CC=CC=C1)C(C(=O)NC=1C=NC2=C(C=CC=C2C1C)F)CC(C)(C)C 2-benzyl-N-(8-fluoro-4-methyl-3-quinolyl)-4,4-dimethyl-pentan-amide